The molecule is a trienoic fatty acid that is heptadecenoic acid having three double bonds located at postions 8, 11 and 14 (the 8Z,11Z,14Z-geoisomer). It is a long-chain fatty acid, a straight-chain fatty acid and a trienoic fatty acid. It is a conjugate acid of an (8Z,11Z,14Z)-heptadecatrienoate. CC/C=C\\C/C=C\\C/C=C\\CCCCCCC(=O)O